methyl 2-((2-methylundec-1-en-1-yl)oxy)propanoate CC(=COC(C(=O)OC)C)CCCCCCCCC